BrC=1C=C(C=2N(C1)N=CC2C#N)B2OC(C(O2)(C)C)(C)C 6-bromo-4-(4,4,5,5-tetramethyl-1,3,2-dioxaborolan-2-yl)pyrazolo[1,5-a]pyridine-3-carbonitrile